2,7-di(4-tolylethynyl)-1,8-bis(dimethylamino)naphthalene C1(=CC=C(C=C1)C#CC1=C(C2=C(C(=CC=C2C=C1)C#CC1=CC=C(C=C1)C)N(C)C)N(C)C)C